4-Bromo-2-fluoro-1-(heptyloxy)benzene BrC1=CC(=C(C=C1)OCCCCCCC)F